CN1N=CC(=C1)C1=C(C=CC=C1)C1CC(C(O1)=O)P([O-])([O-])=O (5-(2-(1-methyl-1H-pyrazol-4-yl)phenyl)-2-oxotetrahydrofuran-3-yl)phosphonate